BrC1=CC=C(C(=N1)C(F)F)OCC(CC1(CC1)C)(N)C 1-((6-bromo-2-(difluoromethyl)pyridin-3-yl)oxy)-2-methyl-3-(1-methylcyclopropyl)propan-2-amine